C(C)(=O)C1=C(C2=C(N=C(N=C2)NC2=CC=C(C=N2)C2CCN(CC2)CCN2CCC(CC2)C2=CC=C(C=C2)C2C(NC(CC2)=O)=O)N(C1=O)C1CCCC1)C 3-(4-(1-(2-(4-(6-((6-acetyl-8-cyclopentyl-5-methyl-7-oxo-7,8-dihydropyrido[2,3-d]pyrimidin-2-yl)amino)pyridin-3-yl)piperidin-1-yl)ethyl)piperidin-4-yl)phenyl)piperidine-2,6-dione